5-chloro-2,4-dihydroxy-N-(4-methylbenzyl)benzamide ClC=1C(=CC(=C(C(=O)NCC2=CC=C(C=C2)C)C1)O)O